CC=1C=C(C=C2C=CNC12)CN (7-methyl-1H-indol-5-yl)methanamine